6-(7-(azetidin-1-yl)-1,5,6,7,8,9-hexahydrocyclohepta[4,5]benzo[1,2-d]imidazol-2-yl)-7-(isopropylamino)thieno[3,2-b]pyridin-5(4H)-one N1(CCC1)C1CCC=2C(=CC3=C(NC(=N3)C3=C(C4=C(NC3=O)C=CS4)NC(C)C)C2)CC1